(2R)-2-[[(2R)-2-(tert-butoxycarbonylamino)-3-phenyl-propionyl] amino]-4-cyclopropylbutyrate C(C)(C)(C)OC(=O)N[C@@H](C(=O)N[C@@H](C(=O)[O-])CCC1CC1)CC1=CC=CC=C1